BrCCC1C[C@@H](N([C@@H](C1)C)C(=O)OC(C)(C)C)C tert-butyl (2s,6r)-4-(2-bromoethyl)-2,6-dimethylpiperidine-1-carboxylate